[Si](C1=CC=CC=C1)(C1=CC=CC=C1)(C(C)(C)C)OCCC[C@@H](CC(C(C)=O)=C)O (S)-8-((tert-butyldiphenylsilyl)oxy)-5-hydroxy-3-methyleneoctan-2-one